C(C)(SC1=CC=C2C=C(C(=NC2=C1)N(CC1=CC=C(C=C1)OC)CC1=CC=C(C=C1)OC)Cl)=O S-(2-(bis(4-methoxybenzyl)amino)-3-chloroquinolin-7-yl) ethanethioate